2-{1-[5-(trifluoromethyl)pyrimidin-2-yl]piperidin-4-yl}propionamide tert-butyl-4-(5-bromo-3-fluoro-2-nitroanilino)piperidine-1-carboxylate C(C)(C)(C)OC(=O)N1CCC(CC1)NC1=C(C(=CC(=C1)Br)F)[N+](=O)[O-].FC(C=1C=NC(=NC1)N1CCC(CC1)C(C(=O)N)C)(F)F